N-(prop-2-yn-1-yl)-1H-imidazole-1-formamide C(C#C)NC(=O)N1C=NC=C1